F.C(CC)N propylamine hydrogen fluoride salt